C1(CC1)CN1CC(C1)(C)[C@@](C=1C=C(C=NC1)C1=NOC(=N1)C1CCN(CC1)C(C)=O)(C1=CC=C(C=C1)C(C)C)O 1-[4-(3-{5-[(R)-(1-cyclopropylmethyl-3-methyl-azetidin-3-yl)-hydroxy-(4-isopropyl-phenyl)-methyl]-pyridin-3-yl}-[1,2,4]Oxadiazol-5-yl)-piperidin-1-yl]-ethanone